N-[(3,5-difluoropyridin-2-yl)methyl]-2-[(3R)-3'-fluoro-3-methyl-[1,4'-bipiperidin]-1'-yl]-1,3-thiazole-4-carboxamide FC=1C(=NC=C(C1)F)CNC(=O)C=1N=C(SC1)N1CC(C(CC1)N1C[C@@H](CCC1)C)F